C(CCC)C=1N(C(C(=C(N1)C)CC(N1CC2(C1)CNCC2)=O)=O)CC2=CN(C1=CC=CC=C21)C2=C(C=CC=C2)S(=O)(=O)NC2=NOC(=C2C)C 2-(3-((2-butyl-4-methyl-6-oxo-5-(2-oxo-2-(2,6-diazaspiro[3.4]octan-2-yl)ethyl)pyrimidin-1(6H)-yl)methyl)-1H-indol-1-yl)-N-(4,5-dimethylisoxazol-3-yl)benzenesulfonamide